ethyl (2S)-2-[[(2S)-4-[6-[bis(2-chloroethyl)amino]-3-methyl-imidazo[4,5-b]pyridin-2-yl]-2-(tert-butoxycarbonylamino)butanoyl]amino]-4-methyl-pentanoate ClCCN(C=1C=C2C(=NC1)N(C(=N2)CC[C@@H](C(=O)N[C@H](C(=O)OCC)CC(C)C)NC(=O)OC(C)(C)C)C)CCCl